(R)-4-chloro-6-(3-methylmorpholino)pyridazine-3-carbaldehyde ClC1=C(N=NC(=C1)N1[C@@H](COCC1)C)C=O